(trichloromethyl)benzyl alcohol acetate C(C)(=O)OC(C1=CC=CC=C1)C(Cl)(Cl)Cl